C(C=C)N1C(=NN=C1C1=C(C=CC=C1)OC)S 4-allyl-5-(2-methoxyphenyl)-4H-1,2,4-triazole-3-thiol